N-methylamidino-N-methylglycine CNC(=N)N(CC(=O)O)C